FC(C(=O)O)(F)F.CC1=CC(=NN1)C1=NC=2C=C(N=C(C2C=C1)N)N (5-methyl-1H-pyrazol-3-yl)-1,6-naphthyridine-5,7-diamine trifluoroacetate